iodic acid, periodic acid salt I(=O)(=O)(=O)O.I(=O)(=O)O